C1(=CC=CC=C1)S(=O)(=O)O/N=C\1/C(=CC(C(=C1)C1CCCCC1)=O)C [(E)-(5-cyclohexyl-2-methyl-4-oxocyclohexa-2,5-dien-1-ylidene)amino] benzenesulfonate